7-(2-chloropropoyl)-5H-1-benzopyran ClC(C(=O)C=1C=C2C(=CC=CO2)CC1)C